COCC[C@H](C(N[C@@H](CCCC1=CC=CC=C1)B1OC(C(O1)(C)C)(C)C)=O)NC(OC(C)(C)C)=O tert-butyl ((R)-4-methoxy-1-oxo-1-(((R)-4-phenyl-1-(4,4,5,5-tetramethyl-1,3,2-dioxaborolan-2-yl)butyl)amino)butan-2-yl)carbamate